CC1(CC=C(CC1)C=1C=CC=C2C=C(C=NC12)C(=O)NC(CO)C)C 8-(4,4-dimethylcyclohex-1-en-1-yl)-N-(1-hydroxypropan-2-yl)quinoline-3-carboxamide